2-(2-(1-Methyl-1H-imidazol-5-yl)quinolin-4-yl)-1'H-[1,5'-bibenzo[d]imidazol] CN1C=NC=C1C1=NC2=CC=CC=C2C(=C1)C1=NC2=C(N1C1=CC3=C(NC=N3)C=C1)C=CC=C2